triphosphorus P1=P[P]1